N-(3-amino-4-methylthiophene-2-yl)-N-propan-2-ylcarboxamide NC1=C(SC=C1C)N(C=O)C(C)C